[Si](C)(C)(C(C)(C)C)OC1CCNCC1 4-((Tert-Butyldimethylsilyl)oxy)piperidine